CN(N(C)C(C1=C(C(=CC(=C1)C#N)C)NC(=O)C1=CC(=NN1C1=NC=CC=C1Cl)Br)=O)C(=O)O methyl-2-[2-({[3-bromo-1-(3-chloropyridin-2-yl)-1H-pyrazol-5-yl]carbonyl}amino)-5-cyano-3-methylbenzoyl]-2-methylhydrazinecarboxylic acid